indenobenzopyran O1C=CC=C2C1=C1C(C=C2)=C2C=CC=CC2=C1